ClC=1C=C(C=C(C1F)F)C1=CC(=CC(=N1)OC=1C=NC(=NC1)N1CCN(CC1)C(=O)OC(C)(C)C)CO tert-Butyl 4-(5-((6-(3-chloro-4,5-difluorophenyl)-4-(hydroxymethyl)pyridin-2-yl)oxy)pyrimidin-2-yl)piperazine-1-carboxylate